COC(=O)C=1C=NN(C1CC)C1OCCCC1 5-ethyl-1-(tetrahydro-pyran-2-yl)-1H-pyrazole-4-carboxylic acid methyl ester